6-(1,3-benzoxazol-2-yl)-2-{[(3-chlorophenyl)(phenyl)methyl](methyl)amino}-5-hydroxy-3-methyl-3,4-dihydropyrimidin-4-one O1C(=NC2=C1C=CC=C2)C2=C(C(N(C(=N2)N(C)C(C2=CC=CC=C2)C2=CC(=CC=C2)Cl)C)=O)O